C(C)(C)C1=C(C=CC=C1)C1=CC2=C(C=N1)OC(N2CC2=CC=C(C=C2)C=2N(C=C(N2)C(F)(F)F)C)=O 6-(2-Isopropylphenyl)-1-(4-(1-methyl-4-(trifluoromethyl)-1H-imidazol-2-yl)benzyl)oxazolo[5,4-c]pyridin-2(1H)-one